4-(4-((3-ethyl-2,4-dioxo-1,2,3,4-tetrahydrothieno[2,3-d]pyrimidin-6-yl)methyl)piperazin-1-yl)-3-fluoro-N-methylbenzamide C(C)N1C(NC2=C(C1=O)C=C(S2)CN2CCN(CC2)C2=C(C=C(C(=O)NC)C=C2)F)=O